N-(benzyloxy)-3,8,10-trifluoro-6H,11H-chromeno[4,3-b]indole-6-carboxamide C(C1=CC=CC=C1)ONC(=O)C1OC2=CC(=CC=C2C=2NC3=C(C=C(C=C3C21)F)F)F